4-cyclopropyl-2-((2-methoxy-4-(methylsulfonyl)phenyl)amino)-7H-pyrrolo[2,3-d]pyrimidine-5-carbonitrile C1(CC1)C=1C2=C(N=C(N1)NC1=C(C=C(C=C1)S(=O)(=O)C)OC)NC=C2C#N